N-(2-fluorophenyl)-1-methyl-2-oxo-4-[3-(trifluoromethyl)phenyl]pyrrolidine-3-carboxamide FC1=C(C=CC=C1)NC(=O)C1C(N(CC1C1=CC(=CC=C1)C(F)(F)F)C)=O